O1[C@H](C1)[C@@H]([C@H]([C@@H](C=C)O)C1=CC=C(C=C1)C)O (1R,2S,3R)-1-((R)-oxiran-2-yl)-2-(p-tolyl)pent-4-en-1,3-diol